N2-((3R,4S)-1-Cyclobutyl-3-fluoropiperidin-4-yl)-5-(3-(2,2-difluoroethyl)-2-methyl-3H-imidazo[4,5-b]pyridin-5-yl)-N4-methylpyrrolo[2,1-f][1,2,4]triazine-2,4-diamine C1(CCC1)N1C[C@H]([C@H](CC1)NC1=NN2C(C(=N1)NC)=C(C=C2)C2=CC=C1C(=N2)N(C(=N1)C)CC(F)F)F